(1S,2S)-2-((3-(4-Chlorobenzyl)-4-ethylthio-2,6-dioxo-3,6-dihydro-1,3,5-triazin-1(2H)-yl)methyl)cyclopropane-1-carboxylic acid methyl ester COC(=O)[C@@H]1[C@H](C1)CN1C(N(C(=NC1=O)SCC)CC1=CC=C(C=C1)Cl)=O